NC=1C(=NC=NC1O[C@@H]1COCC1)C#CC1=CC(=NC=C1)NC(C)=O N-{4-[(5-amino-6-{[(3S)-oxolan-3-yl]oxy}pyrimidin-4-yl)ethynyl]pyridin-2-yl}acetamide